O1C(=NC2=NC=CC=C21)N oxazolo[4,5-b]pyridin-2-amine